C1(=CC=CC2=CC=CC=C12)S(=O)(=O)N1CCC(CC1)C1=CC=CC=C1 1-((1-naphthyl)sulfonyl)-4-phenylpiperidine